butyleneglycol diacrylate C(C=C)(=O)OCCCCOC(C=C)=O